CC1=CC=C(C=C1)CC(C(=O)C1=CC=C(C=C1)N1CCOCC1)CC 2-[(4-Methylphenyl)methyl]-1-[4-(4-morpholinyl)phenyl]-1-butanone